F[B-](F)(F)F.[N+](=[N-])=NS(=O)(=O)N1C=NC=C1 N-diazoimidazole-1-sulfonamide (tetrafluoroborate)